BrC=1N=C(N2C1C(=CC(=C2)S(=O)(=O)Cl)Cl)C=2SC(=NN2)C(F)F 1-bromo-8-chloro-3-(5-difluoromethyl-1,3,4-thiadiazol-2-yl)imidazo[1,5-a]pyridine-6-sulfonyl chloride